tert-butyl 2-((1-methyl-1H-pyrazol-3-yl)oxy)acetate CN1N=C(C=C1)OCC(=O)OC(C)(C)C